methyl 2-bromo-5-(tert-butoxycarbonylamino)-3-[2-[tert-butyl(dimethyl)silyl]oxyethoxy]benzoate BrC1=C(C(=O)OC)C=C(C=C1OCCO[Si](C)(C)C(C)(C)C)NC(=O)OC(C)(C)C